C(C1=CC=CC=C1)OCCC1=CC(=NC(=C1)C(F)(F)F)C(=O)OC methyl 4-(2-(benzyloxy)ethyl)-6-(trifluoro-methyl)picolinate